tert-Butyl 2-[1-[3,6-dimethyl-2-(2-methylpyrazolo[4,3-b]pyridin-5-yl)-4-oxo-chromen-8-yl]ethylamino]benzoate CC1=C(OC2=C(C=C(C=C2C1=O)C)C(C)NC1=C(C(=O)OC(C)(C)C)C=CC=C1)C=1C=CC=2C(N1)=CN(N2)C